hexane-1,2,6-triyltri(4-hydroxy-3,5-dimethoxy benzoate) C(C(CCCCC1=C(C(=O)[O-])C=C(C(=C1OC)O)OC)C1=C(C(=O)[O-])C=C(C(=C1OC)O)OC)C1=C(C(=O)[O-])C=C(C(=C1OC)O)OC